2,2-dimethyl-4-(2-oxo-3H-1,3-benzoxazol-6-yl)piperidine-1-carboxylic acid tert-butyl ester C(C)(C)(C)OC(=O)N1C(CC(CC1)C1=CC2=C(NC(O2)=O)C=C1)(C)C